2-(Diethylamino)ethyl 3-(1-aminoethyl)pyrazine-2-carboxylate NC(C)C=1C(=NC=CN1)C(=O)OCCN(CC)CC